tert-butyl (2S,4R)-2-((6-bromo-4-chloropyridin-2-yl) carbamoyl)-4-fluoropyrrolidine-1-carboxylate BrC1=CC(=CC(=N1)NC(=O)[C@H]1N(C[C@@H](C1)F)C(=O)OC(C)(C)C)Cl